CN(CCCOC1=C(C=O)C=CC=N1)C (3-(dimethylamino)propoxy)nicotinaldehyde